tris[4-(vinyloxy)butyl]trimellitate C(=C)OCCCCC=1C(=C(C(=C(C1C(=O)[O-])C(=O)[O-])CCCCOC=C)C(=O)[O-])CCCCOC=C